6-(2-chlorophenyl)-5-(4-methylquinolin-6-yl)tetrazolo[1,5-a]pyrazin-8-amine ClC1=C(C=CC=C1)C=1N=C(C=2N(C1C=1C=C3C(=CC=NC3=CC1)C)N=NN2)N